fumarate (dimethyl fumarate) C\C(=C(/C(=O)O)\C)\C(=O)O.C(\C=C\C(=O)O)(=O)O